Butyl-6-(4-morpholinopiperidin-1-yl)-1H-benzo[d]imidazole-1-carboxamide C(CCC)C1=NC2=C(N1C(=O)N)C=C(C=C2)N2CCC(CC2)N2CCOCC2